C(C)(C)(C)C1=CC=C(C=C1)CC(CO)C 3-(4-tert-butylphenyl)-2-methylpropanol